FC1=CC=C(C=C1)[C@@H](CC1=CC(CC(C1)(C)C)=O)[C@H](C1=CC=CC=C1)[N+](=O)[O-] 3-((2R,3R)-2-(4-fluorophenyl)-3-nitro-3-phenylpropyl)-5,5-dimethylcyclohex-2-en-1-one